(R)-1-(4-(4-((1-(3-(difluoromethyl)-2-fluorophenyl)ethyl)amino)-2-methylpyrido[3,4-d]pyrimidin-6-yl)-4-methoxypiperidin-1-yl)ethan-1-one FC(C=1C(=C(C=CC1)[C@@H](C)NC=1C2=C(N=C(N1)C)C=NC(=C2)C2(CCN(CC2)C(C)=O)OC)F)F